C1=CC=CC=2C3=CC=CC=C3N(C12)C1=CC=C(C=C1)C(=C(C1=CC(=CC=C1)NC1=CC=CC=C1)C1=CC=C(C=C1)N1C2=CC=CC=C2C=2C=CC=CC12)C1=CC=C(C=C1)NC1=CC=CC=C1 bis[4-(9H-carbazol-9-yl)phenyl]-N,N'-diphenylstilbene-3,4'-diamine